NCCC(=O)O 3-aminopropanoic acid